N-methyl-4-(5-methyl-2-(6-methylpyridin-2-yl)-6-oxo-6,7-dihydropteridin-8(5H)-yl)nicotinamide CNC(C1=CN=CC=C1N1CC(N(C=2C=NC(=NC12)C1=NC(=CC=C1)C)C)=O)=O